2-(hydroxymethyl)-4-(4-phenoxyanilino)pyrimidine-5-carbonitrile OCC1=NC=C(C(=N1)NC1=CC=C(C=C1)OC1=CC=CC=C1)C#N